(R)-3-methyl-4-(5-(1-methyl-1H-pyrazol-5-yl)-1-(1H-pyrazol-3-yl)-4,5-dihydro-3H-2,2a,5,8-tetraazaacenaphthene-7-yl)morpholine C[C@H]1N(CCOC1)C=1C=C2N(CCN3NC(C(N1)=C32)C3=NNC=C3)C3=CC=NN3C